((3-chloro-4-fluorophenyl)carbamoyl)-9,10-dimethyl-11-oxo-1,3,4,7,8,9,10,11-octahydro-2H-pyrido[4',3':3,4]Pyrazolo[1,5-a][1,4]Diazepine-9-carboxylic acid methyl ester COC(=O)C1(N(C(C=2N(CC1)N=C1C2C(NCC1)C(NC1=CC(=C(C=C1)F)Cl)=O)=O)C)C